[N+](=O)(O)[O-].[Li+].[O-2].[Li+] lithium oxide lithium nitrate